N1CCC(CC1)CCC=1CC2[C@H](C[C@H]3[C@@H]4CCC([C@@]4(C)CC[C@@H]3[C@]2(CC1)C)=O)O 3-[2-(Piperidin-4-yl)ethyl]-6alpha-hydroxyandrost-2-en-17-on